2-((3,5-dicyano-6-(4-(2,3-dihydroxypropyl)-1,4-diazepan-1-yl)-4-ethylpyridin-2-yl)sulfanyl)-2-phenylacetamide C(#N)C=1C(=NC(=C(C1CC)C#N)N1CCN(CCC1)CC(CO)O)SC(C(=O)N)C1=CC=CC=C1